C(C)N1[C@@H](C=2C=CC=C(C3=CN4C(C(OCCCCCC(NC1=O)C)=N3)=NC=C4)C2)C (12R)-13-ethyl-12,16-dimethyl-12,13,16,17,18,19,20,21-octahydro-6,23-(azeno)-11,7-(metheno)imidazo[2,1-c][1,4,13,15]oxatriazacyclohenicosin-14(15H)-one